(trifluoromethyl)-2'H,4'H,6'H-spiro[oxetane-3,3'-[1,4]thiazepino[2,3,4-ij]quinazolin]-6'-one FC(F)(F)C1C2(CN3C(N=CC4=CC=CC(=C34)S1)=O)COC2